OCCCN1C(C(NC2=CC(=CC=C12)C(F)(F)F)=O)=O (3-hydroxypropyl)-6-(trifluoromethyl)quinoxaline-2,3(1H,4H)-dione